COC(C(C(=O)OC)C=1C=C2C=CC=NC2=CC1)=O 2-(Quinolin-6-yl)malonic acid dimethyl ester